3-ethyl-4-((2-methoxy-3-(1-methyl-1H-1,2,4-triazol-3-yl)phenyl)amino)-N-methyl-1H-pyrazolo[3,4-b]pyridine-5-carboxamide C(C)C1=NNC2=NC=C(C(=C21)NC2=C(C(=CC=C2)C2=NN(C=N2)C)OC)C(=O)NC